N(C(=O)N)CCC[Si](Cl)(Cl)Cl γ-ureidopropyl-trichlorosilane